(S)-1-(3-(8-amino-1-(7-methoxy-5-methylbenzo[b]thiophen-2-yl)imidazo[1,5-a]pyrazin-3-yl)pyrrolidin-1-yl)but-2-yn-1-one NC=1C=2N(C=CN1)C(=NC2C2=CC1=C(S2)C(=CC(=C1)C)OC)[C@@H]1CN(CC1)C(C#CC)=O